glycylglycinyl-L-p-isothiocyanatophenylalanine NCC(=O)NCC(=O)N[C@@H](CC1=CC=C(C=C1)N=C=S)C(=O)O